ClC1=CC2=C(S1)[C@]1(C[C@H](N[C@H](C1)C)C=1N=NN(C1)CC1=CC=C(C=C1)CO)OC[C@H]2O (2'S,4S,6'S,7S)-2-chloro-2'-[1-[[4-(hydroxymethyl)phenyl]methyl]triazol-4-yl]-6'-methyl-spiro[4,5-dihydrothieno[2,3-c]pyran-7,4'-piperidine]-4-ol